(2S)-3-cyano-2-methyl-4-oxopiperidine-1-carboxylic acid tert-butyl ester C(C)(C)(C)OC(=O)N1[C@H](C(C(CC1)=O)C#N)C